C(C)(C)(C)OC(=O)N1N=C(C2=CC=C(C=C12)SC1=C(C=CC=C1)C(NC1CC1)=O)\C=C\C1=NC=C(C=C1)N1CCN(CC1)C 6-[2-(cyclopropylcarbamoyl)phenyl]thio-3-[(E)-2-[5-(4-methylpiperazin-1-yl)-2-pyridinyl]vinyl]indazole-1-carboxylic acid tert-butyl ester